2,5-dioxopyrrolidin-1-yl 2-(6-(6-(2,4-dinitro-phenylamino)hexan-amido)hexanamido)-6-(6-(5-((3aS,6aR)-2-oxohexahydro-1H-thieno[3,4-d]imidazol-4-yl)pentanamido)-hexanamido)hexanoate [N+](=O)([O-])C1=C(C=CC(=C1)[N+](=O)[O-])NCCCCCC(=O)NCCCCCC(=O)NC(C(=O)ON1C(CCC1=O)=O)CCCCNC(CCCCCNC(CCCCC1SC[C@@H]2NC(N[C@@H]21)=O)=O)=O